1-(3-(difluoromethoxy)phenyl)-3-ethyl-3-methyl-2-oxoindoline-5-carboxylic acid ethyl ester C(C)OC(=O)C=1C=C2C(C(N(C2=CC1)C1=CC(=CC=C1)OC(F)F)=O)(C)CC